perfluoro-4-methoxybutyric acid FC(C(=O)O)(C(C(OC(F)(F)F)(F)F)(F)F)F